FC(C=1C(=C(C=CC1)[C@H](C)C1=C(N=CC=2N=C(N=C(C21)N)C)[C@@H]2CN(CCC2)C)F)F ((R)-1-(3-(difluoromethyl)-2-fluorophenyl)ethyl)-2-Methyl-6-((S)-1-methylpiperidin-3-yl)pyrido[3,4-d]pyrimidin-4-amine